4-(((1H-1,2,3-triazol-4-yl)methoxy)methyl)-3-methylpiperidine hydrochloride Cl.N1N=NC(=C1)COCC1C(CNCC1)C